(R)-2-((4-(2-(2,4-dichlorophenyl)-4-fluoro-2H-chromen-8-yl)piperidin-1-yl)methyl)-1-((1-(fluoromethyl)cyclopropyl)methyl)-1H-imidazo[4,5-b]pyridine-6-carboxylic acid ClC1=C(C=CC(=C1)Cl)[C@@H]1OC2=C(C=CC=C2C(=C1)F)C1CCN(CC1)CC=1N(C=2C(=NC=C(C2)C(=O)O)N1)CC1(CC1)CF